CN(C)CCC[Si](OCC)(OCC)OCC N,N-dimethylaminopropyl-(triethoxy)silane